C1(CC1)CC(C1=CC=C(C=C1)[C@H](C)NC(C(F)(F)F)=O)N1CCN(CC1)C(=O)OC(C)(C)C tert-Butyl 4-[2-cyclopropyl-1-[4-[(1S)-1-[(2,2,2-trifluoroacetyl)amino]ethyl]phenyl] ethyl]piperazine-1-carboxylate